BrC1=C(C=CC=C1)S(=O)(=O)NC(C)C1=CC=C(C=C1)Br bromo-N-(1-(4-bromophenyl)ethyl)benzenesulfonamide